ClC1=C(C=C(C=C1)O)C(C)(C)NC(CC)=O N-[1-(2-chloro-5-hydroxy-phenyl)-1-methyl-ethyl]propanamide